NC1CC2CCC(C1)N2C(=O)OCC ethyl 3-amino-8-azabicyclo[3.2.1]octane-8-carboxylate